chloroheneicosane ClCCCCCCCCCCCCCCCCCCCCC